ClC1=C(C=CC(=C1)CNCC)N1C=NC(=C1)C1=NC(=NC=C1C(F)(F)F)N[C@@H]1[C@@H](CN(CC1)S(=O)(=O)C)C 4-(1-(2-Chloro-4-((ethylamino)methyl)-phenyl)-1H-imidazol-4-yl)-N-((3R,4S)-3-methyl-1-(methyl-sulfonyl)piperidin-4-yl)-5-(trifluoro-methyl)-pyrimidin-2-amine